C(C)(C)C=1C2=C(NC1C=1C=C(C=3N(C1)N=CN3)OC)C=C(S2)C(=O)N2CCN(CC2)C(=O)OC(C)(C)C tert-butyl 4-[6-isopropyl-5-(8-methoxy-[1,2,4]triazolo[1,5-a]pyridin-6-yl)-4H-thieno[3,2-b]pyrrole-2-carbonyl]piperazine-1-carboxylate